C(C)(C)(C)OC(=O)NC1=CC=C(C=C1)C(C)(C)C1=CC=C(C=C1)C(C)(C)C1=CC=C(C=C1)NC(=O)OC(C)(C)C 1,4-bis{2-[4-(t-butoxycarbonylamino)phenyl]-2-propyl}benzene